ClC=1SC=CC1C1CC2(C1)NC(N(C2=O)C2=CN=CC1=CC=CC=C21)=O 2-(2-chlorothiophen-3-yl)-7-(isoquinolin-4-yl)-5,7-diazaspiro[3.4]octane-6,8-dione